FC(F)(F)C=1C(=C(C(=C(C1)C1=CC=CC=C1)N)N)C(F)(F)F di(trifluoromethyl)biphenyldiamine